(1R)-1-[1-benzyl-4-(2,5-difluorophenyl)-1H-pyrrol-2-yl]-2,2-dimethylpropan-1-amine C(C1=CC=CC=C1)N1C(=CC(=C1)C1=C(C=CC(=C1)F)F)[C@@H](C(C)(C)C)N